3-{[1-(4-chloro-3-fluorophenyl)-3-methyl-1H-1,2,4-triazol-5-yl]methyl}-1-{[1-(1,5-naphthyridin-3-yl)-1H-1,2,4-triazol-5-yl]methyl}urea ClC1=C(C=C(C=C1)N1N=C(N=C1CNC(NCC1=NC=NN1C=1C=NC2=CC=CN=C2C1)=O)C)F